FC1=C(C=CC(=C1C)F)C=1C=C2C(=NC1)C=NN2CC=2C=NC=C(C2)C 6-(2,4-Difluoro-3-methyl-phenyl)-1-[(5-methyl-3-pyridyl)methyl]pyrazolo[4,3-b]pyridine